C1=CC=C(C=2OC3=C(C21)C=CC=C3)C=3C=C(C=CC3)B(O)O 3-(dibenzofuran-4-yl)-phenylboronic acid